(tert-butyl)-2-methoxy-N-(3-phenoxypropyl)-1H-imidazole-1-carboxamide C(C)(C)(C)C=1N=C(N(C1)C(=O)NCCCOC1=CC=CC=C1)OC